benzene-1,3-diolate hydrochloride Cl.C1(=CC(=CC=C1)[O-])[O-]